BrC1=CC(=C(C(=O)N2COC3=C(C2)C=CC=C3C3=CC(=C(C(=O)O)C=C3)N3CCOCC3)C(=C1)Cl)Cl 4-[3-(4-Bromo-2,6-dichlorobenzoyl)-2,4-dihydro-1,3-benzoxazin-8-yl]-2-morpholin-4-ylbenzoic acid